6-Isopropoxy-1-indanone C(C)(C)OC1=CC=C2CCC(C2=C1)=O